methyl (2S)-3-(4-bromo-1,3-thiazol-2-yl)-2-[(tert-butoxycarbonyl)amino]propanoate BrC=1N=C(SC1)C[C@@H](C(=O)OC)NC(=O)OC(C)(C)C